N-(5-bromo-1-(3-hydroxybutyl)-1H-pyrazolo[3,4-b]pyridin-3-yl)pivalamide BrC=1C=C2C(=NC1)N(N=C2NC(C(C)(C)C)=O)CCC(C)O